C(C)(C)(C)OC(=O)N1CCC(CC1)(C#N)C1=CC(=CC=C1)Cl 4-(3-chlorophenyl)-4-cyanopiperidine-1-carboxylic acid tert-butyl ester